C(=C)C1=CC=C(CC(CCCCCC2=NN=NN2)C2=NN=NN2)C=C1 1-(4-vinylbenzyl)-5,5'-hexamethylenebis(1H-tetrazole)